C(C)(C)(C)OC(=O)N1CCN(CC1)C1=C(C(N(C2=CC=C(C=C12)F)C)=O)[N+](=O)[O-] 4-(6-Fluoro-1-methyl-3-nitro-2-oxo-1,2-dihydroquinolin-4-yl)piperazine-1-carboxylic acid tert-butyl ester